NC=1C(NC(N(N1)C1=C2CCC2=C(C(=C1)Cl)OC=1C2=C(C(NC1)=O)C(CC2)C)=O)=O 6-amino-2-(4-chloro-5-((7-methyl-1-oxo-2,5,6,7-tetrahydro-1H-cyclopenta[c]pyridin-4-yl)oxy)bicyclo[4.2.0]octa-1,3,5-trien-2-yl)-1,2,4-triazine-3,5(2H,4H)-dione